2,3,3-trimethyl-1-(4-sulfonatobutyl)-3H-indolium-sulfonate CC1[N+](C2=CC=CC=C2C1(C)C)(S(=O)(=O)[O-])CCCCS(=O)(=O)[O-]